2-[5-(methoxymethyl)thiophen-3-yl]-4,4,5,5-tetramethyl-1,3,2-dioxaborolane COCC1=CC(=CS1)B1OC(C(O1)(C)C)(C)C